BrC1=CC=C(C=C1)C(=O)N1CCC(CC1)C=1NC=C(N1)C (4-bromophenyl)-[4-(4-methyl-1H-imidazol-2-yl)-1-piperidyl]methanone